6-[[3-[tert-butyl(dimethyl)silyl]oxy-1,1-dimethyl-pent-4-enyl]amino]-3-nitro-5-(trifluoromethyl)pyridine-2-carboxylic acid [Si](C)(C)(C(C)(C)C)OC(CC(C)(C)NC1=C(C=C(C(=N1)C(=O)O)[N+](=O)[O-])C(F)(F)F)C=C